COC1=CC=C(C=C1)C(OC[C@@]12CO[C@@H]([C@@H](O1)N1C(NC(C(=C1)C)=O)=O)[C@@H]2O)(C2=CC=CC=C2)C2=CC=C(C=C2)OC 1-[(1R,4R,6R,7S)-4-[[bis(4-methoxyphenyl)-phenyl-methoxy]methyl]-7-hydroxy-2,5-dioxabicyclo[2.2.1]hept-6-yl]-5-methyl-pyrimidine-2,4-dione